(l)-2,4'-dichloroacetophenone ClCC(=O)C1=CC=C(C=C1)Cl